FC1=CC=C2[C@@H]([C@H](COC2=C1)N1C[C@H](OCC1)C)NC1=C2C=C(N(C2=CC=C1)COCC[Si](C)(C)C)C#N 4-(((3R,4S)-7-fluoro-3-((R)-2-methylmorpholino)chroman-4-yl)amino)-1-((2-(trimethylsilyl)ethoxy)methyl)-1H-indole-2-carbonitrile